2-(4-((4-(3-Chloro-4-(trifluoromethyl)phenyl)-5-oxo-4,5-dihydro-1H-1,2,4-triazol-1-yl)methyl)-2-methylphenoxy)-2-methylpropionic acid ClC=1C=C(C=CC1C(F)(F)F)N1C=NN(C1=O)CC1=CC(=C(OC(C(=O)O)(C)C)C=C1)C